CN1CC2=C(CC1)N=C(S2)CNC(=O)C2(CC1=CC=CC=C1C2)CC(=O)O 2-[2-[(5-methyl-6,7-dihydro-4H-thiazolo[5,4-c]pyridin-2-yl)methylcarbamoyl]indan-2-yl]acetic acid